CC1=C(C=CC=C1C(F)(F)F)C(C)NC=1C=2CN(CC2N2C=CN=C2N1)CC1CCOCC1 [1-(2-Methyl-3-trifluoromethyl-phenyl)-ethyl]-[2-(tetrahydro-pyran-4-ylmethyl)-2,3-dihydro-1H-2,5,6,8a-tetraaza-as-indacen-4-yl]-amine